N-(4-((Benzyloxy)methyl)-3-fluorophenyl)-5-(4,5-diaminopyrimidin-2-yl)-2-fluorobenzamide C(C1=CC=CC=C1)OCC1=C(C=C(C=C1)NC(C1=C(C=CC(=C1)C1=NC=C(C(=N1)N)N)F)=O)F